C(CC)NC(=O)C1=NC=CC=C1 N-propylpyridinamide